[Ag+].N1C=C(C2=CC=CC=C12)C1(COC1)O 3-(1H-indol-3-yl)oxetan-3-ol Silver(I)